ClCCOCC[Si](C)(C)C (2-(chloroethoxy)ethyl)trimethylsilane